BrC1=CC2=C(N3C(S2)=NC(=C3)C3=C(C=C(C(=O)N)C=C3)C(F)(F)F)C=C1 4-(7-bromobenzo[d]imidazo[2,1-b]thiazol-2-yl)-3-(trifluoromethyl)benzamide